C(C)OCCOC([O-])C.[Al+3].FCCOC[C@H](CC(C)C)NC(=O)C1=NC(=C(C=C1)N1CC(C1)OC)OCC1(COC1)CO.C(C)OCCOC([O-])C.C(C)OCCOC([O-])C N-[(2S)-1-(2-fluoroethoxy)-4-methylpent-2-yl]-6-{[3-(hydroxymethyl)oxetan-3-yl]methoxy}-5-(3-methoxyazetidin-1-yl)pyridine-2-carboxamide aluminum(III) ethoxyethoxyethoxide